NC1=CC(=NC(=C1C(=O)OCC)Cl)C ethyl 4-amino-2-chloro-6-methylnicotinate